(3R,6R)-4-tert-butoxy-carbonyl-6-(trifluoro-methyl)morpholine-3-carboxylic acid C(C)(C)(C)OC(=O)N1[C@H](CO[C@H](C1)C(F)(F)F)C(=O)O